ClC=1C=C(C=C(C1OCCOCCCO)C#N)C(C)(C)C1=CC=C(OCC2=NC(=NC=C2)NS(=O)(=O)C)C=C1 N-(4-((4-(2-(3-chloro-5-cyano-4-(2-(3-hydroxypropoxy)ethoxy)phenyl)propan-2-yl)phenoxy)methyl)pyrimidin-2-yl)methanesulfonamide